(S)-2-((4-(3-((2-Chloro-4-methylphenyl)(methyl)amino)phenoxy)piperidin-1-yl)methyl)-1-(oxetan-2-ylmethyl)-1H-benzo[d]imidazole-6-carboxylic acid ClC1=C(C=CC(=C1)C)N(C=1C=C(OC2CCN(CC2)CC2=NC3=C(N2C[C@H]2OCC2)C=C(C=C3)C(=O)O)C=CC1)C